N1=CC(=CC=C1)C(C)C1(CC=C2C=NC(=NC2=C1)N)N 7-(1-(pyridin-3-yl)ethyl)quinazoline-2,7-diamine